C(C)OCC1=C(C=C(C=C1)C)N1/C(/SCC1=O)=N/C(=O)NC1=C(C=C(C=C1)C1=NN(C=N1)C1=NC=C(C=C1)C(F)(F)F)F (Z)-1-(3-(2-(ethoxymethyl)-5-methylphenyl)-4-oxothiazolidin-2-ylidene)-3-(2-fluoro-4-(1-(5-(trifluoromethyl)pyridin-2-yl)-1H-1,2,4-triazol-3-yl)phenyl)urea